C1(CCC1)OC1=C(N=CC=2N1N=C(N2)N[C@@H]2[C@@H](CN(CC2)S(=O)(=O)C)C)C=2C=NNC2 Cyclobutoxy-N-((3R,4S)-3-methyl-1-(methylsulfonyl)piperidin-4-yl)-6-(1H-pyrazol-4-yl)-[1,2,4]triazolo[1,5-a]pyrazin-2-amine